[O-2].[Ba+2].[Nb+5] niobium barium oxide